ClC=1C(=NC=C(C1)C(F)(F)F)N1C(SC2=C1C=C(C(=C2)F)N2C(N(C(=CC2=O)C(F)(F)F)C)=O)=O (3-(3-chloro-5-(trifluoromethyl)pyridin-2-yl)-6-fluoro-2-oxo-2,3-dihydrobenzothiazol-5-yl)-1-methyl-6-(trifluoromethyl)-pyrimidine-2,4(1H,3H)-dione